Ethyl 3-(5-(3-carbamothioyl-4-fluorophenoxy)-6-fluoro-1H-indol-4-yl)propanoate C(N)(=S)C=1C=C(OC=2C(=C3C=CNC3=CC2F)CCC(=O)OCC)C=CC1F